4-(5-(4-(2-oxopyrrolidin-1-yl)phenyl)pyridin-3-yl)-N-phenethyl-1H-pyrrolo[2,3-b]pyridine-2-carboxamide O=C1N(CCC1)C1=CC=C(C=C1)C=1C=C(C=NC1)C1=C2C(=NC=C1)NC(=C2)C(=O)NCCC2=CC=CC=C2